3-(2,3-difluoro-4-methoxy-phenyl)-N-[4-[[dimethyl-(oxo)-λ6-sulfenyl]amino]-3-methyl-phenyl]imidazo[1,2-a]pyrazin-8-amine FC1=C(C=CC(=C1F)OC)C1=CN=C2N1C=CN=C2NC2=CC(=C(C=C2)N=S(=O)(C)C)C